O[C@H]1[C@H](OC[C@@H]([C@H]1O)NC1=NC=CC(=N1)C(F)(F)F)COCCOCCOCCOCC 1-((2R,3R,4R,5S)-3,4-dihydroxy-5-((4-(trifluoromethyl)pyrimidin-2-yl)amino)tetrahydro-2H-pyran-2-yl)-2,5,8,11-tetraoxatridecan